N-(cyclopropylmethyl)-2-(2-methyl-4-pyridyl)-1H-pyrrolo[3,2-c]pyridin-6-amine C1(CC1)CNC1=CC2=C(C=N1)C=C(N2)C2=CC(=NC=C2)C